ClC1=C(C=CC=C1)C1(CC1)C(NO)=N 1-(2-chlorophenyl)-N-hydroxycyclopropane-1-carboximidamide